C1(CC1)S(=O)(=O)NC1=CN=CC(=N1)C(C(=O)NC1=NC=C(C=C1)C1=NC(=CN=C1)OCC)(CC)F 2-(6-(cyclopropanesulfonylamino)pyrazin-2-yl)-N-(5-(6-ethoxypyrazin-2-yl)pyridin-2-yl)-2-fluorobutyramide